O[C@H]1CC[C@@]2([C@H]3CC[C@@]4(C(=CC[C@H]4[C@@H]3CC=C2C1)C(C)=O)C)C 1-((3S,8R,9S,10R,13S,14S)-3-hydroxy-10,13-dimethyl-2,3,4,7,8,9,10,11,12,13,14,15-dodecahydro-1H-cyclopenta[a]phenanthren-17-yl)ethan-1-one